1-(4-(4-fluorobenzyl)piperazinyl)-3-(3,5-dihydroxyphenyl)-1-propanone FC1=CC=C(CN2CCN(CC2)C(CCC2=CC(=CC(=C2)O)O)=O)C=C1